piperidine-1-carboxylic acid butyl ester C(CCC)OC(=O)N1CCCCC1